5-Methoxy-4-((oxazol-2-ylmethyl)amino)-1-phenyl-7-(trifluoromethyl)quinazolin-2(1H)-one COC1=C2C(=NC(N(C2=CC(=C1)C(F)(F)F)C1=CC=CC=C1)=O)NCC=1OC=CN1